C1(CCC(CC1)C(C)(C)N)(C)N 1,8-MeNthandiamine